C1(CC1)C1=NC=NC(=C1C=1N=CC2=C(N1)C(=CN2COCC[Si](C)(C)C)OC2=CC=C(C=C2)C=2N(C=C(N2)C(F)(F)F)C)OC 2-[[2-(4-cyclopropyl-6-methoxy-pyrimidin-5-yl)-7-[4-[1-methyl-4-(trifluoromethyl)imidazol-2-yl]phenoxy]pyrrolo[3,2-d]pyrimidin-5-yl]methoxy]ethyl-trimethyl-silane